tert-butyl 3-[2-[4-[[8-imino-2-(2-isopropylphenyl)-7-methyl-purin-9-yl]methyl]phenyl]-4-(trifluoromethyl)imidazol-1-yl]azetidine-1-carboxylate N=C1N(C2=NC(=NC=C2N1C)C1=C(C=CC=C1)C(C)C)CC1=CC=C(C=C1)C=1N(C=C(N1)C(F)(F)F)C1CN(C1)C(=O)OC(C)(C)C